CN1CC2=CC(=CC(=C2CC1)C)C=1N=C(C(=NC1)N)OCC1=CC(=NC=C1)C#CC1=CC=NC=C1 5-(2,5-dimethyl-1,2,3,4-tetrahydroisoquinolin-7-yl)-3-((2-(pyridin-4-ylethynyl)pyridin-4-yl)methoxy)pyrazin-2-amine